[1,1-difluoroethoxy]pyrrolidine FC(C)(ON1CCCC1)F